O=C1NC(CCC1N1C(C2=CC=CC(=C2C1=O)NCC=1C=NN(C1)C1CCNCC1)=O)=O 2-(2,6-dioxo-3-piperidyl)-4-[[1-(4-piperidyl)pyrazol-4-yl]methylamino]isoindoline-1,3-dione